C(C)OC1=NC(=C(C=2N=C(N=C(C21)N2C[C@@](CCC2)(O)C)S(=O)(=O)C)F)C2=CC(=CC1=CC=C(C(=C21)CC)F)OCOC (3R)-1-[5-ethoxy-7-[8-ethyl-7-fluoro-3-(methoxymethoxy)-1-naphthyl]-8-fluoro-2-methylsulfonyl-pyrido[4,3-d]pyrimidin-4-yl]-3-methyl-piperidin-3-ol